C1(CC1)C1=CC(=NC=2N1N=C(C2)C=2C=CC(=NC2F)N2C[C@H](CC2)C(=O)OC)C(=O)N2[C@@H](C1=CC=CC=C1CC2)C Methyl (3S)-1-(5-(7-cyclopropyl-5-[(1R)-1-methyl-1,2,3,4-tetrahydroisoquinoline-2-carbonyl]pyrazolo[1,5-a]pyrimidin-2-yl)-6-fluoropyridin-2-yl)pyrrolidine-3-carboxylate